methyl-1,3-cyclohexandiamin CC1(CC(CCC1)N)N